C(#N)C1=C(C=CC=C1)[C@@H]([C@@H](C)C=1N(C(C(=C(N1)C(=O)NC=1C=NOC1)O)=O)C)C=1C(=NN(C1)C)N(C(C)=O)C 2-((1R,2R)-1-(2-cyanophenyl)-1-(1-methyl-3-(N-methylacetamido)-1H-pyrazol-4-yl)propan-2-yl)-5-hydroxy-N-(isoxazol-4-yl)-1-methyl-6-oxo-1,6-dihydropyrimidine-4-carboxamide